(S)-4-(1-(1-methyl-3-(3-(trifluoromethyl)phenoxy)-1H-indole-2-carboxamido)ethyl)benzoic acid CN1C(=C(C2=CC=CC=C12)OC1=CC(=CC=C1)C(F)(F)F)C(=O)N[C@@H](C)C1=CC=C(C(=O)O)C=C1